C(CCCCC)C(=CC(=O)O)CCCCCC.C(CCCCCCCC(=O)OCCCCCC)(=O)OCCCCCC dihexyl azelate (Di-n-hexyl acrylate)